CN(CCOC1=CC(=NC=C1)C=1C=CC=C2C(=NC(=NC12)NC1=CC=C(C=C1)N1CCOCC1)N)C 8-(4-(2-(dimethylamino)ethoxy)pyridin-2-yl)-N2-(4-morpholinylphenyl)quinazoline-2,4-diamine